O1CC(C1)OC1=CC=C(C=C1)CCCNC1=CN=C(NC1=O)C1=CC=CC=C1 5-((3-(4-(oxetan-3-yl-oxy)phenyl)propyl)amino)-6-oxo-2-phenylpyrimidin